COC([C@H](C(C)C)N(C(=O)N1CCC2(CN(CCN2CCC)C(=O)OC(C)(C)C)CC1)C)=O tert-butyl 9-{[(2S)-1-methoxy-3-methyl-1-oxobutan-2-yl] (methyl) carbamoyl}-1-propyl-1,4,9-triazaspiro[5.5]undecane-4-carboxylate